(1E,6E)-4-amino-5-hydroxy-1,7-bis(3-hydroxy-4-methoxyphenyl)hepta-1,6-dien-3-one NC(C(/C=C/C1=CC(=C(C=C1)OC)O)=O)C(\C=C\C1=CC(=C(C=C1)OC)O)O